(2S,3S,5S)-4-[[3-(3,4-Difluoro-2-methoxy-phenyl)-5-methyl-5-(2,2,2-trifluoroethyl)tetrahydrofuran-2-carbonyl]amino]pyridin-2-carboxamid FC=1C(=C(C=CC1F)[C@H]1[C@H](O[C@@](C1)(CC(F)(F)F)C)C(=O)NC1=CC(=NC=C1)C(=O)N)OC